NC=1C(=NC(=CN1)C1=CC(=C2CCN(CC2=C1)C)C)N1N=CC(=C1)C(=O)N(C)C1CC1 1-(3-amino-6-(2,5-dimethyl-1,2,3,4-tetrahydroisoquinolin-7-yl)pyrazin-2-yl)-N-cyclopropyl-N-methyl-1H-pyrazole-4-carboxamide